(S)-3-cyclopropyl-5-(piperidin-3-yloxy)-N-(4-(pyridin-2-yl)benzyl)pyrazolo[1,5-a]pyrimidin-7-amine C1(CC1)C=1C=NN2C1N=C(C=C2NCC2=CC=C(C=C2)C2=NC=CC=C2)O[C@@H]2CNCCC2